C(C=C)(=O)N1[C@H](CN(CC1)C1=NC(=NC=2CC(CCC12)N1CCCC2=CC=C(C=C12)O)OCCN1CCOCC1)CC#N 2-((2S)-1-Acryloyl-4-(7-(7-hydroxy-3,4-dihydroquinolin-1(2H)-yl)-2-(2-morpholinoethoxy)-5,6,7,8-tetrahydroquinazolin-4-yl)piperazin-2-yl)acetonitrile